3-amino-5-chloro-2-(trifluoromethyl)pyridine NC=1C(=NC=C(C1)Cl)C(F)(F)F